FC=1C(=C(C(=O)NC)C=CC1)NS(=O)(=O)C1=CC=C2C(=NNC2=C1)\C=C\C=1C=NN(C1)CCCN1CCCC1 3-Fluoro-N-methyl-2-[[3-[(E)-2-[1-(3-pyrrolidin-1-ylpropyl)pyrazol-4-yl]vinyl]-1H-Indazol-6-yl]sulfonamido]benzamide